CC(C(=O)N=[N+]=[N-])C(C)C1=CC=C(C=C1)C1=NN(C=N1)C1=CC=C(C=C1)OC(F)(F)F 2-methyl-3-(4-(1-(4-(trifluoromethoxy)phenyl)-1H-1,2,4-triazol-3-yl)phenyl)butanoyl azide